(-)-O,O'-di-p-toluoyl-L-tartaric acid CC1=CC=C(C=C1)C(=O)O[C@H]([C@H](C(=O)O)OC(=O)C2=CC=C(C=C2)C)C(=O)O